CCN1C=C(C(=O)C2=CC(=C(C(=C21)F)N3CCNC(C3)C)F)C(=O)O The molecule is a fluoroquinolone antibiotic, used (generally as the hydrochloride salt) to treat bacterial infections including bronchitis and urinary tract infections. It is also used to prevent urinary tract infections prior to surgery. It has a role as an antimicrobial agent, a photosensitizing agent and an antitubercular agent. It is a quinolone, a N-arylpiperazine, a quinolinemonocarboxylic acid, a quinolone antibiotic and a fluoroquinolone antibiotic.